5-bromo-N'-((5-(4-nitrophenyl)furan-2-yl)methylene)-1H-imidazole-2-carbohydrazide BrC1=CN=C(N1)C(=O)NN=CC=1OC(=CC1)C1=CC=C(C=C1)[N+](=O)[O-]